C(C)(C)(C)[Si](C)(C)OC1=CC(=CC2=CC(=CC=C12)C)OC tert-butyl-[(3-methoxy-6-methyl-1-naphthyl)oxy]-dimethyl-silane